methyl 6-(2,5-dimethyl-4-((2',3',4',5'-tetrahydro-[1,1'-biphenyl]-4-yl)methyl)thiophene-3-carboxamido)spiro[3.3]heptane-2-carboxylate CC=1SC(=C(C1C(=O)NC1CC2(CC(C2)C(=O)OC)C1)CC1=CC=C(C=C1)C=1CCCCC1)C